FC1=C(C(=CC=C1C#CC1=CC(=CC=C1)OC)O)N1CC(NS1(=O)=O)=O 5-(2-fluoro-6-hydroxy-3-((3-methoxyphenyl)ethynyl)phenyl)-1,2,5-thiadiazolidin-3-one 1,1-dioxide